ClC1=C(C=CC=C1)NC(=O)C1CC2(CN(C2)C(C2=C(C=C(C=C2)F)OCC)=O)C1 N-(2-chlorophenyl)-2-(2-ethoxy-4-fluorobenzoyl)-2-azaspiro[3.3]heptane-6-carboxamide